4-(7-(2-amino-7-fluorobenzo[d]thiazol-4-yl)-6-chloro-8-fluoro-2-(((2R)-2-fluoro-tetrahydro-1H-pyrrolizin-7a(5H)-yl)methoxy)quinazolin-4-yl)-1,4-oxazepane-6-carbonitrile NC=1SC2=C(N1)C(=CC=C2F)C2=C(C=C1C(=NC(=NC1=C2F)OCC21CCCN1C[C@@H](C2)F)N2CCOCC(C2)C#N)Cl